geddyl acrylate (tetratriacontyl acrylate) C(CCCCCCCCCCCCCCCCCCCCCCCCCCCCCCCCC)C(C(=O)O)=C.C(C=C)(=O)OCCCCCCCCCCCCCCCCCCCCCCCCCCCCCCCCCC